FC(CN1N=CC2=C1CC(C2)C(=O)OCC)(F)F ethyl 1-(2,2,2-trifluoroethyl)-4H,5H,6H-cyclopenta[c]pyrazole-5-carboxylate